[OH-].C[N+](CCO)(C)C trimethyl-2-hydroxyethyl-ammonium hydroxide